NC1=C(C=C(C=C1)C=1SC=CC1)NC(OC1=CC=CC=C1)=O phenyl (2-amino-5-(thiophen-2-yl)phenyl)carbamate